O=C1C=C(NC=2N1N=CC2C(=O)N[C@@H]2[C@@H](CCCC2)C(=O)O)C2=CC=CC=C2 (1R,2S)-2-(7-Oxo-5-phenyl-4,7-dihydropyrazolo[1,5-a]pyrimidine-3-carboxamido)cyclohexane-1-carboxylic acid